COC(=O)C1=CC2=C(S1)C=C(C(=C2)OC)OC.ClC2=CC=C(CN2C2CC2)NC(C)C=2C=C(C=C1C(C(=C(OC21)C2=CC=C(C=C2)OC)C)=O)C 6-chloro-N-cyclopropyl-3-((1-(2-(4-methoxyphenyl)-3,6-dimethyl-4-oxo-4H-chromen-8-yl)ethyl)amino)pyridine methyl-5,6-dimethoxybenzo[b]thiophene-2-carboxylate